2-{6-[(3R)-3-(cyclobutylamino)pyrrolidin-1-yl]pyridazin-3-yl}-5-(6-methoxypyrimidin-4-yl)phenol C1(CCC1)N[C@H]1CN(CC1)C1=CC=C(N=N1)C1=C(C=C(C=C1)C1=NC=NC(=C1)OC)O